23R-methoxycholest-5,24-dien-3beta-ol CO[C@@H](C=C(C)C)C[C@@H](C)[C@H]1CC[C@H]2[C@@H]3CC=C4C[C@H](CC[C@]4(C)[C@H]3CC[C@]12C)O